[La].[C] carbon Lanthanum